(3R,1S)-3-[(tert-butoxy)carbonylamino]cyclopentanecarboxylic acid C(C)(C)(C)OC(=O)N[C@H]1C[C@H](CC1)C(=O)O